C1N([C@@H]([C@@H]2[C@H]1CCC2)C(=O)OCC2=CC=CC=C2)C(=O)OC(C)(C)C O3-benzyl O2-tert-butyl (3S,3aS,6aR)-3,3a,4,5,6,6a-hexahydro-1H-cyclopenta[c]pyrrole-2,3-dicarboxylate